(S)-2-(6-methylpyridin-2-yl)-5-(4-(4-(trifluoromethyl)pyrazolo[1,5-a]pyridin-2-yl)-1,4,6,7-tetrahydro-5H-imidazo[4,5-c]pyridin-5-yl)-1,3,4-oxadiazole CC1=CC=CC(=N1)C=1OC(=NN1)N1[C@@H](C2=C(CC1)NC=N2)C2=NN1C(C(=CC=C1)C(F)(F)F)=C2